5-((1S,5S)-1-methyl-5-(5-(1-methylpiperidin-4-yl)-1,3,4-oxadiazol-2-yl)-3-azabicyclo[3.1.0]hexane-3-yl)quinoline-8-carbonitrile C[C@]12CN(C[C@@]2(C1)C=1OC(=NN1)C1CCN(CC1)C)C1=C2C=CC=NC2=C(C=C1)C#N